CCCCC(=C)C(=O)N butylacrylamide